1-(3-(3-methyl-1-(tetrahydro-2H-pyran-2-yl)-1H-pyrazol-5-yl)-5-((R)-3-methylmorpholino)isothiazolo[4,5-b]pyridin-7-yl)-1H-1,2,4-triazole-3-carboxylic acid CC1=NN(C(=C1)C1=NSC=2C1=NC(=CC2N2N=C(N=C2)C(=O)O)N2[C@@H](COCC2)C)C2OCCCC2